tert-butyl 3-(((2S,5S)-1-benzyl-5-(hydroxymethyl)pyrrolidin-2-yl)methoxy)propanoate C(C1=CC=CC=C1)N1[C@@H](CC[C@H]1CO)COCCC(=O)OC(C)(C)C